C[C@H]1NC(C2=C(C=3C=4C=CC(=NC4C=CC3S2)C2=CC(=NC(=C2)C=C)CN2CCOCC2)NC1)=O (R)-10-methyl-3-(2-(morpholinomethyl)-6-vinylpyridin-4-yl)-9,10,11,12-tetrahydro-8H-[1,4]diazepino[5',6':4,5]thieno[3,2-f]quinolin-8-one